(S)-2-((tert-butoxycarbonyl)amino)-3-(4-(1-ethyl-3-(3-hydroxy-2,2-dimethylpropyl)-2-(2-((S)-1-methoxyethyl)pyridin-3-yl)-1H-pyrrolo[3,2-b]pyridin-5-yl)thiazol-2-yl)propanoic acid C(C)(C)(C)OC(=O)N[C@H](C(=O)O)CC=1SC=C(N1)C1=CC=C2C(=N1)C(=C(N2CC)C=2C(=NC=CC2)[C@H](C)OC)CC(CO)(C)C